OC1C2C(N(C(C1)C2)[C@@H](C)C2=CC=CC=C2)C(=O)[O-] 5-hydroxy-2-((S)-1-phenylethyl)-2-azabicyclo[2.2.1]heptane-3-carboxylate